C(\C=C/C(=O)[O-])(=O)[O-].[K+].[K+] Kalium maleat